C1(=CC=CC=C1)SCCC(C(=O)C1=CC=CC=C1)=N 4-phenylsulfanyl-(phenyl)butan-1-one-2-imine